5-(2,3-dichlorophenyl)-1-[2-[4-(7-methoxy-2-oxo-4,5-dihydro-1H-1,3-benzodiazepin-3-yl)-1-piperidyl]-2-oxo-ethyl]-3-(2-methylsulfonylethyl)pyrimidine-2,4-dione ClC1=C(C=CC=C1Cl)C=1C(N(C(N(C1)CC(=O)N1CCC(CC1)N1C(NC2=C(CC1)C=C(C=C2)OC)=O)=O)CCS(=O)(=O)C)=O